NCCNCCC[Si](OC)(OC)C N-(2-aminoethyl)-3-aminopropyl-methyldimethoxy-silane